[2-[[(1S)-2-[2-(3,5-dichloro-2-pyridyl)-1-methyl-propoxy]-1-methyl-2-oxo-ethyl]carbamoyl]-4-methoxy-3-pyridyl]oxymethyl 2-methylpropanoate CC(C(=O)OCOC=1C(=NC=CC1OC)C(N[C@H](C(=O)OC(C(C)C1=NC=C(C=C1Cl)Cl)C)C)=O)C